2-((3-(4-((3-methylpyridin-2-yl)oxy)-2-(methylsulfonyl)phenyl)-1,2,4-oxadiazol-5-yl)methyl)acrylic acid CC=1C(=NC=CC1)OC1=CC(=C(C=C1)C1=NOC(=N1)CC(C(=O)O)=C)S(=O)(=O)C